2,2-Bis(phenylselanyl)-1-(p-tolyl)ethane-1-one C1(=CC=CC=C1)[Se]C(C(=O)C1=CC=C(C=C1)C)[Se]C1=CC=CC=C1